bis(cyclopentadienyl)bis[2,6-difluoro-3-(N-allyl-2-azetidin-yl)phenyl]titanium C1(C=CC=C1)[Ti](C1=C(C(=CC=C1F)C1N(CC1)CC=C)F)(C1=C(C(=CC=C1F)C1N(CC1)CC=C)F)C1C=CC=C1